ethyl (R)-3-methyl-6-(4-methyl-2-((5-methyl-2-(4-(trifluoromethoxy) phenyl)-1H-imidazol-1-yl)methyl)phenoxy)hexanoate C[C@@H](CC(=O)OCC)CCCOC1=C(C=C(C=C1)C)CN1C(=NC=C1C)C1=CC=C(C=C1)OC(F)(F)F